FC1=C(C=CC(=C1)NC(=O)NC1=CC(=CC=C1)C(F)(F)F)C1=CC=C(C=2C(N=CC12)=O)C(=O)OC methyl 7-(2-fluoro-4-(3-(3-(trifluoromethyl) phenyl) ureido) phenyl)-3-oxoisoindole-4-carboxylate